SC(COC(C=1C(C(=O)OCC(C)S)=CC=CC1)=O)C phthalic acid bis(2-mercaptopropyl) ester